C(OC1CN(C1)S(=O)(=O)C1CC1)(OC1=CC=C(C=C1)[N+](=O)[O-])=O 1-(cyclopropylsulfonyl)azetidin-3-yl (4-nitrophenyl) carbonate